5-((3-(8-(((3S,4R)-3-fluoro-1-methylpiperidin-4-yl)amino)-3-(2,2,2-trifluoroethyl)indolizin-2-yl)prop-2-yn-1-yl)amino)-6-(methoxy-d3)-N-(methylsulfonyl)pyridine-2-carboxamide F[C@H]1CN(CC[C@H]1NC1=CC=CN2C(=C(C=C12)C#CCNC=1C=CC(=NC1OC([2H])([2H])[2H])C(=O)NS(=O)(=O)C)CC(F)(F)F)C